ClC=1C=C2C(=NC(=NC2=C(C1C1=CC=CC2=C1N=C(S2)N)F)OC[C@H]2N(CCC2)C)N2CCC(C(CC2)F)F 4-(6-chloro-4-(4,5-difluoro-azepan-1-yl)-8-fluoro-2-(((S)-1-methylpyrrolidin-2-yl)methoxy)quinazolin-7-yl)-benzo[d]thiazol-2-amine